C(C)(C)(C)OC(=O)N(C1=CC=C(C(=N1)C(=O)OC)C)C(=O)OC(C)(C)C Methyl 6-(bis(tert-butoxycarbonyl)amino)-3-methylpicolinate